methyl (S)-azetidine-2-carboxylate N1[C@@H](CC1)C(=O)OC